Benzyl-2-phenylpyrimidin-4-amine C(C1=CC=CC=C1)C=1C(=NC(=NC1)C1=CC=CC=C1)N